ethyl (S)-2-((4-phenoxybutanoyl)glycyl)-2-azaspiro[4.4]nonane-3-carboxylate O(C1=CC=CC=C1)CCCC(=O)NCC(=O)N1CC2(C[C@H]1C(=O)OCC)CCCC2